4-(3-(3-(benzyloxy)propoxy)-5-bromopyridin-2-yl)morpholine C(C1=CC=CC=C1)OCCCOC=1C(=NC=C(C1)Br)N1CCOCC1